(E)-3-[4-[[1-[2-(2,4-Difluorophenyl)-2-hydroxy-3-(1,2,4-triazol-1-yl)propyl]triazol-4-yl]methoxy]phenyl]-1-[4-(4-propylpiperazin-1-yl)phenyl]prop-2-en-1-one FC1=C(C=CC(=C1)F)C(CN1N=NC(=C1)COC1=CC=C(C=C1)/C=C/C(=O)C1=CC=C(C=C1)N1CCN(CC1)CCC)(CN1N=CN=C1)O